8-(2-(((1-fluorocyclopropyl)methyl)amino)-7H-pyrrolo[2,3-d]pyrimidin-5-yl)-3,4-dihydrobenzo[f][1,4]oxazepin-5(2H)-one FC1(CC1)CNC=1N=CC2=C(N1)NC=C2C2=CC1=C(C(NCCO1)=O)C=C2